C(C=C)S(=O)(=NC1=CC=C(C=C1)CC1=NOC(=N1)C(F)(F)F)C allyl(methyl)((4-((5-(trifluoromethyl)-1,2,4-oxadiazol-3-yl)methyl)phenyl)imino)-λ6-sulfanone